1-Acetyl-N-(4-((4-cyclohexylphenyl)amino)benzyl)azetidine-3-carboxamide methyl-(2-hexyl-3-oxodecanoyl)alaninate CN([C@@H](C)C(=O)O)C(C(C(CCCCCCC)=O)CCCCCC)=O.C(C)(=O)N1CC(C1)C(=O)NCC1=CC=C(C=C1)NC1=CC=C(C=C1)C1CCCCC1